4-(N,N-dioctylamino)4'-trifluoroacetylazobenzene C(CCCCCCC)N(CCCCCCCC)C1=CC=C(C=C1)N=NC1=CC=C(C=C1)C(C(F)(F)F)=O